Tert-butyl N-(6-bromo-4-iodo-3-pyridyl)carbamate BrC1=CC(=C(C=N1)NC(OC(C)(C)C)=O)I